FC(C1=CC=C(C=C1)C1=CC=C(C=C1)C=O)(F)F 4'-(trifluoromethyl)-[1,1'-biphenyl]-4-carbaldehyde